C(C1=CC=CC=C1)N1C2=NC=NC(=C2N=C1C1=C(C=C(OCCN2C3(CC3)CN(CC2)C(=O)OC(C)(C)C)C=C1)Cl)OC1(CC1)C tert-butyl 4-(2-(4-(9-benzyl-6-(1-methylcyclopropoxy)-9H-purin-8-yl)-3-chlorophenoxy)ethyl)-4,7-diazaspiro[2.5]octane-7-carboxylate